1,4-diisopropyl-2,5-diaminobenzene C(C)(C)C1=C(C=C(C(=C1)N)C(C)C)N